O=NC1=C2NC=NC2=NC=N1 oxo-adenine